ClC=1C=C2C(=CC1Cl)NC([C@]21CN(CC1)C(=O)[C@H]1CN[C@@H](C1)COC)=O (3S)-5,6-dichloro-1'-[(3R,5S)-5-(methoxymethyl)pyrrolidine-3-carbonyl]-1H-spiro[indole-3,3'-pyrrolidin]-2-one